P(=O)(O)(O)OC([C@@H]1[C@H]([C@H]([C@@H](O1)N1C=NC=2C(N)=NC=NC12)O)O)(O)O dihydroxyadenosine phosphate